methanesulfonyl-tetrachloro-pyridine CS(=O)(=O)C1=C(C(=C(C(=N1)Cl)Cl)Cl)Cl